1,2-bis(hydroxyethyl)-cyclohexane OCCC1C(CCCC1)CCO